allyl 3-(5-((5-chlorothiophen-2-yl)methylamino)-1-pivaloyl-1H-pyrazol-3-yl)pyrrolidine-1-carboxylate ClC1=CC=C(S1)CNC1=CC(=NN1C(C(C)(C)C)=O)C1CN(CC1)C(=O)OCC=C